4-((3-chloro-4-fluorophenyl)amino)quinazolin ClC=1C=C(C=CC1F)NC1=NC=NC2=CC=CC=C12